BrC1=CC=CC=2C=3C(NC(C3C(=CC21)NS(=O)(=O)C2=CC=C(C=C2)C)C2=C(C=CC(=C2)F)Cl)=O N-(6-bromo-3-(2-chloro-5-fluorophenyl)-1-oxo-2,3-dihydro-1H-benzo[e]isoindol-4-yl)-4-methylbenzenesulfonamide